C(\C=C\C(=O)O)(=O)O.C(C)N(CCC1=NNC2=C(C=CC=C12)F)C N-ethyl-2-(7-fluoro-1H-indazol-3-yl)-N-methylethan-1-amine fumarate